4-(1-(2-((6-oxo-5-(trifluoromethyl)-1,6-dihydropyridazin-4-yl)amino)propyl)-1H-pyrrole-3-carbonyl)piperazine O=C1C(=C(C=NN1)NC(CN1C=C(C=C1)C(=O)N1CCNCC1)C)C(F)(F)F